N-nitro-L-arginine methyl ester hydrochloride Cl.COC([C@@H](N[N+](=O)[O-])CCCNC(N)=N)=O